N-((1R,3S)-3-((6-chloro-2-(trifluoromethyl)quinolin-4-yl)amino)cyclohexyl)-3-(difluoromethyl)-1-(fluoromethyl)-1H-pyrazole-4-carboxamide ClC=1C=C2C(=CC(=NC2=CC1)C(F)(F)F)N[C@@H]1C[C@@H](CCC1)NC(=O)C=1C(=NN(C1)CF)C(F)F